2-(2,6-dioxopiperidin-3-yl)-4-fluoro-5-((4-(2-fluoro-5-((4-oxo-3,4-dihydrophthalazin-1-yl)methyl)benzoyl)piperazin-1-yl)methyl)isoindoline-1,3-dione O=C1NC(CCC1N1C(C2=CC=C(C(=C2C1=O)F)CN1CCN(CC1)C(C1=C(C=CC(=C1)CC1=NNC(C2=CC=CC=C12)=O)F)=O)=O)=O